tert-butyl (2S,4R)-4-((6-fluoropyridin-3-yl)oxy)-2-methylpyrrolidine-1-carboxylate FC1=CC=C(C=N1)O[C@@H]1C[C@@H](N(C1)C(=O)OC(C)(C)C)C